C(C=C)(=O)N1[C@H](CN(CC1)C=1C2=C(N=C(N1)OC1(CC1)[C@H]1N(CCC1)C)CN(CC2)C2=C(C(=CC=C2)C)C)CC#N 2-((S)-1-propenoyl-4-(7-(2,3-dimethylphenyl)-2-(1-((S)-1-methylpyrrolidin-2-yl)cyclopropoxy)-5,6,7,8-tetrahydropyrido[3,4-d]pyrimidin-4-yl)piperazin-2-yl)acetonitrile